tert-butyl [6-chloro-2-({(3S)-4-[2-(4-chloro-3-fluorophenoxy)acetamido]-3-hydroxybicyclo[2.2.2]octan-1-yl}carbamoyl)-2,3-dihydro-4H-1,4-benzoxazin-4-yl]acetate ClC=1C=CC2=C(N(CC(O2)C(NC23C[C@@H](C(CC2)(CC3)NC(COC3=CC(=C(C=C3)Cl)F)=O)O)=O)CC(=O)OC(C)(C)C)C1